hexafluoro-2,3-bis(trifluoromethylphenyl)-2,3-butandiol FC(C(C(C(F)(F)F)(O)C1=C(C=CC=C1)C(F)(F)F)(O)C1=C(C=CC=C1)C(F)(F)F)(F)F